4-chloro-N-(pyridin-4-yl)benzene-1-formamidine ClC1=CC=C(C=C1)C(=N)NC1=CC=NC=C1